(1R,2S,5S)-3-((S)-3,3-dimethyl-2-(2,2,2-trifluoroacetamido)butanoyl)-N-((S)-1-hydroxy-3-((S)-2-oxopyrrolidin-3-yl)propan-2-yl)-6,6-dimethyl-3-azabicyclo[3.1.0]hexane-2-carboxamide CC([C@@H](C(=O)N1[C@@H]([C@H]2C([C@H]2C1)(C)C)C(=O)N[C@H](CO)C[C@H]1C(NCC1)=O)NC(C(F)(F)F)=O)(C)C